[Si](C)(C)(C(C)(C)C)OCC(OC1=CC(=CC=2N1C(=CN2)C#N)C=2C=NN(C2C)C2CCN(CC2)C(=O)OC(C)(C)C)C2=NC=C(C=C2)F tert-Butyl 4-[4-[5-[2-[tert-butyl(dimethyl)silyl]oxy-1-(5-fluoro-2-pyridyl)ethoxy]-3-cyano-imidazo[1,2-a]pyridin-7-yl]-5-methyl-pyrazol-1-yl]piperidine-1-carboxylate